(((2r,5s)-4-(6-chloro-1-methyl-2-oxo-1,2-dihydropyrido[3,2-d]pyrimidin-4-yl)-5-methyl-1-(1-(4-(trifluoromethyl) phenyl) ethyl) piperazin-2-yl) methyl) carbamate C(N)(OC[C@@H]1N(C[C@@H](N(C1)C=1C2=C(N(C(N1)=O)C)C=CC(=N2)Cl)C)C(C)C2=CC=C(C=C2)C(F)(F)F)=O